4-bromo-2-(4,4-difluoropiperidin-1-yl)aniline BrC1=CC(=C(N)C=C1)N1CCC(CC1)(F)F